1-allyl-2-((4-fluorobenzyl)sulfonyl)-4,5-diphenyl-1H-imidazole C(C=C)N1C(=NC(=C1C1=CC=CC=C1)C1=CC=CC=C1)S(=O)(=O)CC1=CC=C(C=C1)F